tert-butyl 4-[2-cyclopropyl-7-({8-fluoro-2-methylimidazo[1,2-a]pyridin-6-yl}carbamoyl) indazol-4-yl]piperazine-1-carboxylate C1(CC1)N1N=C2C(=CC=C(C2=C1)N1CCN(CC1)C(=O)OC(C)(C)C)C(NC=1C=C(C=2N(C1)C=C(N2)C)F)=O